8-chloro-2-[(5-methylpyrazin-2-yl)methyl]-1-[(2R,4R)-2-methyltetrahydro-2H-pyran-4-yl]-1H-imidazo[4,5-c]Quinoline ClC1=CC=2C3=C(C=NC2C=C1)N=C(N3[C@H]3C[C@H](OCC3)C)CC3=NC=C(N=C3)C